NCC1(CC(CC(C1)(C)C)\N=C(/O)\C1=CC=C(C(=O)O)C=C1)C 4-[(Z)-N-[3-(aminomethyl)-3,5,5-trimethyl-cyclohexyl]-C-hydroxycarbonimidoyl]benzoic acid